[C@H]1([C@H](O)[C@@H](O)[C@H](O)[C@H](O1)CO)O[C@H]1[C@@H]([C@H]([C@H](O[C@@H]1CO)O[C@H]1[C@@H]([C@H]([C@H](O[C@@H]1CO)O[C@H]1[C@@H]([C@H]([C@H](O[C@@H]1CO)O[C@@H]([C@@H]([C@H](C=O)O)O)[C@H](O)CO)O)O)O)O)O)O α-D-glucopyranosyl-(1->4)-α-D-glucopyranosyl-(1->4)-α-D-glucopyranosyl-(1->4)-α-D-glucopyranosyl-(1->4)-D-glucose